1-(2,6-dibenzyloxy-3-pyridyl)-5-[4-(5,5-dimethoxypentyl)-1-piperidyl]-6-fluoro-3-methyl-benzimidazol-2-one C(C1=CC=CC=C1)OC1=NC(=CC=C1N1C(N(C2=C1C=C(C(=C2)N2CCC(CC2)CCCCC(OC)OC)F)C)=O)OCC2=CC=CC=C2